[4-(1-methyl-1H-pyrazol-4-yl)-benzyl]-(6-{7-[2-(6-oxa-1-aza-spiro[3.3]hept-1-yl)-ethoxy]-imidazo[1,2-a]pyridin-3-yl}-pyrimidin-4-yl)-amine CN1N=CC(=C1)C1=CC=C(CNC2=NC=NC(=C2)C2=CN=C3N2C=CC(=C3)OCCN3CCC32COC2)C=C1